Biphenyl-d10 C1(=C(C(=C(C(=C1[2H])[2H])[2H])[2H])[2H])C1=C(C(=C(C(=C1[2H])[2H])[2H])[2H])[2H]